C(C)O/C=C/C=1C=C(C=CC1OC)CC(=O)O 2-[3-[(E)-2-ethoxyvinyl]-4-methoxy-phenyl]acetic acid